5-chloro-2-(4-fluoro-2-methyl-phenoxy)-4,6-dimethyl-pyridine-3-carboxamide ClC=1C(=C(C(=NC1C)OC1=C(C=C(C=C1)F)C)C(=O)N)C